methyl 6-fluoro-2-(pyrrolidin-3-yl)-1H-indole-4-carboxylate FC=1C=C(C=2C=C(NC2C1)C1CNCC1)C(=O)OC